(S)-2-((6-((4-cyano-2-fluorobenzyl)oxy)-5,5'-difluoro-2'-oxo-[2,4'-bipyridin]-1'(2'H)-yl)methyl)-1-(4,4-dimethyltetrahydrofuran-3-yl)-1H-benzo[d]imidazole-6-carboxylic acid C(#N)C1=CC(=C(COC2=C(C=CC(=N2)C2=CC(N(C=C2F)CC2=NC3=C(N2[C@@H]2COCC2(C)C)C=C(C=C3)C(=O)O)=O)F)C=C1)F